OC1=CC=C(C=C1)C(C=CC1=C(C=CC=C1)Cl)=O 1-(4-hydroxyphenyl)-3-(2-chlorophenyl)-2-propen-1-one